tert-butyl 3-(5-bromo-4-chloropyridin-2-yl)-3,6-diazabicyclo[3.1.1]heptane-6-carboxylate BrC=1C(=CC(=NC1)N1CC2N(C(C1)C2)C(=O)OC(C)(C)C)Cl